2-fluoro-6-methoxy-4-[1-[(4-methoxyphenyl)methyl]-6-methyl-7-oxo-pyrazolo[3,4-C]pyridin-4-yl]benzaldehyde FC1=C(C=O)C(=CC(=C1)C=1C2=C(C(N(C1)C)=O)N(N=C2)CC2=CC=C(C=C2)OC)OC